6-[1-(acetoxyimino)ethyl]-9-ethyl-9H-carbazol-3-yl (2-methylphenyl) ketone CC1=C(C=CC=C1)C(=O)C=1C=CC=2N(C3=CC=C(C=C3C2C1)C(C)=NOC(C)=O)CC